FC1=C(C=O)C(=CC=C1)S(=O)(=O)C1=CC=C(C)C=C1 2-fluoro-6-(p-toluenesulfonyl)benzaldehyde